OCCC1CS(=O)(=O)O1 4-hydroxy-2-butanesultone